5-methyl-3-[4-(trifluoromethyl)anilino]pyrazine-2-carboxamide CC=1N=C(C(=NC1)C(=O)N)NC1=CC=C(C=C1)C(F)(F)F